methyl-(propyl)amine CNCCC